CC1(C(C(C2=CC=CC=C12)(C)C)(C)C)C 2,3-dihydro-1,1,2,2,3,3-hexamethyl-1H-indene